C(C)O[SiH2]C1OCCC1 ethoxy-2-tetrahydrofurylsilane